NC(CC=1NC=CC1)C 2-(2-aminopropyl)pyrrole